Cl.Cl.FC1=C(C=CC(=C1)F)CC1=CC2=C(C=N1)C(CN2C(CN2[C@H](CN[C@@H](C2)C)CN2C(OCC2)=O)=O)(C)C 3-{[(2R,5R)-1-(2-{6-[(2,4-Difluorophenyl)methyl]-3,3-dimethyl-1H,2H,3H-pyrrolo[3,2-c]pyridin-1-yl}-2-oxoethyl)-5-methylpiperazin-2-yl]methyl}-1,3-oxazolidin-2-one dihydrochloride